O=C1NC(CC[C@@H]1N1C(C2=CC=C(C=C2C1)C(=O)N)=O)=O ((S)-2,6-dioxopiperidin-3-yl)-1-oxoisoindoline-5-carboxamide